BrC=1C=NC=C(C1)CN1CCCCC1 3-bromo-5-(piperidin-1-ylmethyl)pyridine